6-({5-[(1S,3R)-3-hydroxycyclopentyl]-2-(2-methylpropan-2-yl)pyrazol-3-yl}amino)-1-[(4-methoxyphenyl)methyl]-1,2,3,4-tetrahydroquinolin-2-one O[C@H]1C[C@H](CC1)C=1C=C(N(N1)C(C)(C)C)NC=1C=C2CCC(N(C2=CC1)CC1=CC=C(C=C1)OC)=O